BrC1=CC=2N=C(N=C(C2N=C1)N[C@@](CO)(CCCC)C)NCC1=C(C=C(C=C1)OC)OC (R)-2-((7-bromo-2-((2,4-dimethoxybenzyl)amino)pyrido[3,2-d]pyrimidin-4-yl)amino)-2-Methylhexan-1-ol